1-(1-Tosyl-1H-imidazol-2-yl)-1-(3-(2-(5-tosyl-5H-pyrrolo[2,3-b]pyrazin-7-yl)thiazol-4-yl)phenyl)ethanol S(=O)(=O)(C1=CC=C(C)C=C1)N1C(=NC=C1)C(C)(O)C1=CC(=CC=C1)C=1N=C(SC1)C1=CN(C2=NC=CN=C21)S(=O)(=O)C2=CC=C(C)C=C2